COC1=CC=C(C[N+](=CC(CCCCCCCCC)C)[O-])C=C1 N-(4-methoxybenzyl)-2-methylundecan-1-imine oxide